N[C@H]1C[C@H](N(CC1)C(=O)N1CC2(CCCC2)C(CC1)CN1C=NC(=CC1=O)C1CC1)C1=CC=CC=C1 3-((7-((2s,4r)-4-amino-2-phenylpiperidine-1-carbonyl)-7-azaspiro[4.5]dec-10-yl)methyl)-6-cyclopropylpyrimidin-4(3H)-one